hydroxyimino-1,2,3-triazole ON=C1N=NN=C1